(S)-9-chloro-4-fluoro-3,4-dihydro-2H-benzo[b][1,4]oxathiepine-7-carboxylic acid 5,5-dioxide ClC1=CC(=CC2=C1OCC[C@H](S2(=O)=O)F)C(=O)O